C(#N)C1=C(C=CC=C1)S(=O)(=O)NC1=C(C=C(C=C1)C1=NC=2C=NC(=NC2N(C1=O)C(C)C)NC1CCC(CC1)N(C)C)F 2-Cyano-N-(4-(2-(((1r,4r)-4-(dimethylamino)cyclohexyl)amino)-8-isopropyl-7-oxo-7,8-dihydropteridin-6-yl)-2-fluorophenyl)benzenesulfonamide